BrC1=CC=C(C=C1)C1CC(C(C(C1)=O)(C)C)O (-)-5-(4-Bromophenyl)-3-hydroxy-2,2-dimethylcyclohexan-1-one